(S)-4-(5-(3-((2-((S)-3-carboxybutanoyl)-4-fluoro-6-hydroxybenzo[b]thiophen-5-yl)oxy)propoxy)-4-fluoro-6-methoxyisoindolin-2-yl)-2-methyl-4-oxobutanoic acid C(=O)(O)[C@H](CC(=O)C1=CC2=C(S1)C=C(C(=C2F)OCCCOC=2C(=C1CN(CC1=CC2OC)C(C[C@@H](C(=O)O)C)=O)F)O)C